C(C)OCC=1C=C2C(=C(NC2=C(C1)NC1CCOCC1)C1=CC=CC=C1)C(C(F)(F)F)=O 1-(5-(ethoxymethyl)-2-phenyl-7-((tetrahydro-2H-pyran-4-yl)amino)-1H-indol-3-yl)-2,2,2-trifluoroethan-1-one